(R)-3-(9-((1s,4S)-4-carbamoylcyclohexyl)-8-(2,6-dichloro-4-fluorophenylamino)-9H-purin-2-ylamino)-N-phenylpiperidine-1-carboxamide C(N)(=O)C1CCC(CC1)N1C2=NC(=NC=C2N=C1NC1=C(C=C(C=C1Cl)F)Cl)N[C@H]1CN(CCC1)C(=O)NC1=CC=CC=C1